[N+](=O)([O-])C1=C(C2=CC=CC=C2C(=C1[N+](=O)[O-])O)O 2,3-dinitro-1,4-naphthalenediol